C(C)(=O)C1=CC(=C(C=C1)O)N para-acetyl-aminophenol